C[C@](N)(CO)C(=O)O 2-methyl-serine